8-((6-(allyl(methyl)amino)benzo[d][1,3]dioxol-5-yl)thio)-9-(2-(neopentylamino)ethyl)-9H-purin-6-amine C(C=C)N(C=1C(=CC2=C(OCO2)C1)SC=1N(C2=NC=NC(=C2N1)N)CCNCC(C)(C)C)C